FC(N1N=CC(=C1C=1C=CC2=C(CCO2)C1)C=1C=C2CN(C(C2=CC1)=O)C1C(NC(CC1)=O)=O)F 3-(5-(1-(difluoromethyl)-5-(2,3-dihydrobenzofuran-5-yl)-1H-pyrazol-4-yl)-1-oxoisoindolin-2-yl)piperidine-2,6-dione